N-(2-(naphthalen-2-yl)phenyl)naphthalene-2-amine C1=C(C=CC2=CC=CC=C12)C1=C(C=CC=C1)NC1=CC2=CC=CC=C2C=C1